CN1C=CCS(O1)(=O)=O 6-methyl-1,2,6-oxathiazine-2,2-dioxide